tert-butoxycarbonyl-3-benzoyl-2-methylindole C(C)(C)(C)OC(=O)C1=C2C(=C(NC2=CC=C1)C)C(C1=CC=CC=C1)=O